(trans)-4-(4-((trans)-4-(4-methyl-5-(((4-(trifluoromethyl)pyridin-2-yl)oxy)methyl)-4H-1,2,4-triazol-3-yl)cyclohexyl)-1H-pyrazol-1-yl)cyclohexan-1-amine CN1C(=NN=C1COC1=NC=CC(=C1)C(F)(F)F)[C@@H]1CC[C@H](CC1)C=1C=NN(C1)[C@@H]1CC[C@H](CC1)N